C1(CC1)C[C@@H](CO)NC=1C2=C(N=C(N1)NC(OC)=O)C=NN2CC2=C(C=C(C=C2)CNC2CCOCC2)OC methyl (S)-(7-((1-cyclopropyl-3-hydroxypropan-2-yl)amino)-1-(2-methoxy-4-(((tetrahydro-2H-pyran-4-yl)amino)methyl)benzyl)-1H-pyrazolo[4,3-d]pyrimidin-5-yl)carbamate